NC(CC=1C=C2C(=NC(=NN2C1Br)Cl)NCC=1SC=CC1)CC1(CC1)F 6-(2-amino-3-(1-fluorocyclopropyl)propyl)-7-bromo-2-chloro-N-(thiophen-2-ylmethyl)pyrrolo[2,1-f][1,2,4]triazin-4-amine